3-(4-fluoro-2-methoxy-phenoxy)-5-iodo-6-(trifluoromethyl)pyridazine-4-carboxylic acid methyl ester COC(=O)C1=C(N=NC(=C1I)C(F)(F)F)OC1=C(C=C(C=C1)F)OC